methyl 2-amino-4-(3-(benzyloxy)naphthalen-1-yl)-5-(2-cyanophenoxy)benzoate NC1=C(C(=O)OC)C=C(C(=C1)C1=CC(=CC2=CC=CC=C12)OCC1=CC=CC=C1)OC1=C(C=CC=C1)C#N